FC=1C=2N(C=C(C1)C=1NC3=CC=C(C=C3C1C(C)C)C1CCN(CC1)CC(=O)N(C)C)C=CN2 2-(4-(2-(8-fluoroimidazo[1,2-a]pyridin-6-yl)-3-isopropyl-1H-indol-5-yl)piperidin-1-yl)-N,N-dimethylacetamide